C12(CC3CC(CC(C1)C3)C2)C2=CC=C(OCCCC(=O)NC3=C(C(=O)O)C=C(C=C3)Cl)C=C2 2-({4-{4-(adamantan-1-yl)phenoxy}butanoyl}amino)-5-chlorobenzoic acid